The molecule is the (+)-enantiomer of pilocarpine. It has a role as an antiglaucoma drug. It is an enantiomer of a (-)-pilocarpine. CC[C@H]1[C@H](COC1=O)CC2=CN=CN2C